COC1=NC=C(C=C1S(=O)(=O)N1CCC2(CC(CO2)=O)CC1)C 8-((2-methoxy-5-methylpyridin-3-yl)sulfonyl)-1-oxa-8-azaspiro[4.5]decan-3-one